(3S)-3-methylpyrrolidine C[C@@H]1CNCC1